BrC1=C(C(=C(C=C1)F)Cl)F 1-Bromo-2,4-difluoro-3-chlorobenzene